N=1C=NN2C1C=CC(=C2)C2=C(N=C1N2CCN1C(C)=O)C1=NC(=CC=C1)C 1-(5-([1,2,4]Triazolo[1,5-a]pyridin-6-yl)-6-(6-methylpyridin-2-yl)-2,3-dihydro-1H-imidazo[1,2-a]imidazol-1-yl)ethan-1-one